COC1=C(C=C2C3=C(N(C2=C1)C)C(=NC=C3)C)NCC=3SC=CC3 7-methoxy-1,9-dimethyl-N-(thiophene-2-ylmethyl)-9H-pyrido[3,4-b]indole-6-amine